N1=CC=NC=2C1=CC=1C=CC=NC1C2 pyrazino[2,3-g]quinoline